FC=1C=CC2=C(C=C(S2)C=2OC3=C(N2)C=CC=C3)C1 2-(5-fluorobenzothiophene-2-yl)benzoxazole